N[C@@H](COC(=O)C1=CN=C2N1C=C(C=C2)C=2C(=NC=CC2)C2=CC(=C(C=C2)F)C)CC2=CNC1=CC=CC=C21 (R)-2-Amino-3-(1H-indol-3-yl)propyl-6-(2-(4-fluoro-3-methylphenyl)pyridin-3-yl)imidazo[1,2-a]pyridine-3-carboxylate